N,N-bis-(2-hydroxyethyl)-3,5-diisopropylaniline OCCN(C1=CC(=CC(=C1)C(C)C)C(C)C)CCO